(3aS,6aS)-6R-hydroxy-3,3-dimethoxy-hexahydro-furo[3,2-b]pyrrole-4-carboxylic Acid Tert-Butyl Ester C(C)(C)(C)OC(=O)N1[C@H]2[C@@H]([C@@H](C1)O)OCC2(OC)OC